N,N-bis(biphenyl-4-yl)-N-[4-{(2,4,6-triphenyl)phenyl}phenyl]amine C1(=CC=C(C=C1)N(C1=CC=C(C=C1)C1=C(C=C(C=C1C1=CC=CC=C1)C1=CC=CC=C1)C1=CC=CC=C1)C1=CC=C(C=C1)C1=CC=CC=C1)C1=CC=CC=C1